FC1=C(C(=CC=C1)F)C1=NC2=C(C3=C(N1)C=CC(=C3)C)NN=C2 5-(2,6-difluorophenyl)-9-methyl-1,6-dihydrobenzo[d]pyrazolo[3,4-f][1,3]diazepine